C(CCC(=O)[O-])(=O)OCCOC(C(=C)C)=O Butanedioic acid, 1-[2-[(2-methyl-1-oxo-2-propen-1-yl)oxy]ethyl] ester